2-(2-Fluorophenyl)-N-[(3S)-2-oxo-5-phenyl-1,3-dihydro-1,4-benzodiazepin-3-yl]spiro[5,7-dihydropyrazolo[5,1-b][1,3]oxazine-6,3'-oxetane]-2-carboxamide FC1=C(C=CC=C1)C1(NN2C(OCC3(COC3)C2)=C1)C(=O)N[C@@H]1C(NC2=C(C(=N1)C1=CC=CC=C1)C=CC=C2)=O